ClC=1C=C2C(=CN1)[C@@H]1N(CCC[C@@H]1O2)C(=O)OC(C)(C)C tert-butyl (4aS,9bS)-7-chloro-3,4,4a,9b-tetrahydrofuro[3,2-b:4,5-c']dipyridine-1(2H)-carboxylate